1-([4-[1-methyl-4-(trifluoromethyl)-1H-imidazol-2-yl]phenyl]methyl)-7-[2-(propan-2-yl)phenyl]-1H,2H,4H-pyrimido[4,5-d][1,3]oxazin-2-one CN1C(=NC(=C1)C(F)(F)F)C1=CC=C(C=C1)CN1C(OCC2=C1N=C(N=C2)C2=C(C=CC=C2)C(C)C)=O